methyl 7-fluoro-1-((2-(4-fluorophenyl)thiazol-5-yl)sulfonyl)-1,2,3,4-tetrahydroquinoline-6-carboxylate FC1=C(C=C2CCCN(C2=C1)S(=O)(=O)C1=CN=C(S1)C1=CC=C(C=C1)F)C(=O)OC